(3-(2,6-dioxopiperidin-3-yl)-4-oxo-3,4-dihydrobenzo[d][1,2,3]triazin-7-yl)piperidin O=C1NC(CCC1N1N=NC2=C(C1=O)C=CC(=C2)N2CCCCC2)=O